C1(CCC1)COC(COC1=C(C=CC=C1)OC1=C(C=C(C(=C1)N1C(N(C(=CC1=O)C(F)(F)F)C)=O)F)Cl)=O Cyclobutylmethyl-(2-{2-chloro-4-fluoro-5-[3-methyl-2,6-dioxo-4-(trifluoromethyl)-3,6-dihydropyrimidine-1(2H)-yl]phenoxy}phenoxy)acetat